Rac-5-((5-fluoro-2H-spiro[benzofuran-3,1'-cyclopropan]-7-yl)amino)-N-((1r,2r)-2-methoxycyclobutyl)-7-(methylamino)pyrazolo[1,5-a]pyrimidine-3-carboxamide FC=1C=C(C2=C(C1)C1(CC1)CO2)NC2=NC=1N(C(=C2)NC)N=CC1C(=O)N[C@H]1[C@@H](CC1)OC |r|